(R)-3-(1-phenylallyl)quinoline C1(=CC=CC=C1)[C@@H](C=C)C=1C=NC2=CC=CC=C2C1